FC(C(=O)O)(F)F.CC1(C2C(N(C(C12)=O)CC1=CC2=NC=CC(=C2S1)C1=C(C(=NC(=C1)C(F)(F)F)C)OC1CNCC1)=O)C 6,6-dimethyl-3-((7-(2-methyl-3-(pyrrolidin-3-yloxy)-6-(trifluoromethyl)pyridin-4-yl)thieno[3,2-b]pyridin-2-yl)methyl)-3-azabicyclo[3.1.0]hexane-2,4-dione 2,2,2-trifluoroacetate